C(C)(C)(C)N([C@H]1CN(CC1)[C@@H](C(=O)O)C1=C(C(=CC(=C1)C(C)C)F)OC)CCCCCC1=NC=2NCCCC2C=C1 (R)-2-((R)-3-(tert-butyl(5-(5,6,7,8-tetrahydro-1,8-naphthyridin-2-yl)pentyl)amino)pyrrolidin-1-yl)-2-(3-fluoro-5-isopropyl-2-methoxyphenyl)acetic acid